FC1=C(C=CC(=C1)OC1=CC=CC=C1)C=1N=C(N2N=CN=C(C21)N)[C@H]2COCCC2 (S)-5-(2-fluoro-4-phenoxyphenyl)-7-(tetrahydro-2H-pyran-3-yl)imidazo[5,1-f][1,2,4]triazin-4-amine